3,6-difluoro-5-(7-methoxy-6-((4-methyl-1-(oxetan-3-yl)piperidin-4-yl)sulfonyl)imidazo[1,2-a]pyridin-3-yl)pyridin-2-amine FC=1C(=NC(=C(C1)C1=CN=C2N1C=C(C(=C2)OC)S(=O)(=O)C2(CCN(CC2)C2COC2)C)F)N